The molecule is a dicarboxylic acid that is succinic acid substituted at position 2 by an acetamidomethylidene group and at position 3 by a hydroxymethyl group. It is a dicarboxylic acid, a primary alcohol and a 3-hydroxy carboxylic acid. It derives from a succinic acid. It is a conjugate acid of a 3-(acetamidomethylene)-2-(hydroxymethyl)succinate(2-). CC(=O)N/C=C(/C(CO)C(=O)O)\\C(=O)O